3,6-dimethoxy-1,1'-biphenyl COC=1C=C(C(=CC1)OC)C1=CC=CC=C1